FC1=CC=C(C=C1)C=1N=CN(C1C=1C=C2C=C(C=NC2=CC1)N1CCN(CC1)C(C)C)C 6-(4-(4-fluorophenyl)-1-methyl-1H-imidazol-5-yl)-3-(4-isopropylpiperazin-1-yl)quinoline